(S)-3-(3-(1-amino-2,3-dihydro-1H-inden-5-yl)-5-ethyl-3H-imidazo[4,5-b]pyridin-2-yl)pyridin-2-amine N[C@H]1CCC2=CC(=CC=C12)N1C(=NC=2C1=NC(=CC2)CC)C=2C(=NC=CC2)N